C(CCCC)C1CCC(CC1)NC(=O)CC(CC(=O)NC1CCC(CC1)CCCCC)C(=O)NC1CCC(CC1)CCCCC 1,2,3-propanetricarboxylic acid tris(4-n-pentylcyclohexylamide)